C(C)N1N=C(C(=C1)F)[S@@](=O)(N)=NC(NC1=C2C(=NC(=C1C(F)(F)F)C)CCC2)=O (R)-1-ethyl-4-fluoro-N'-((2-methyl-3-(trifluoromethyl)-6,7-dihydro-5H-cyclopenta[b]pyridin-4-yl)carbamoyl)-1H-pyrazole-3-sulfonimidamide